1-[6-(2,2-difluoro-5H-[1,3]dioxolo[4,5-f]benzimidazol-6-yl)-5-ethylsulfanyl-3-pyridyl]cyclopropanecarbonitrile FC1(OC=2C(=CC3=C(N=C(N3)C3=C(C=C(C=N3)C3(CC3)C#N)SCC)C2)O1)F